COC1=CC(=CC(=C1O)OC)/C=C/C(=O)O[C@@H]2C[C@](C[C@H]([C@@H]2O)O)(C(=O)O)O 3-O-Sinapoylquinic acid